O=C(CC1=CC=C(C=C1)/C=C/C(=O)OC)OCC1=CC=CC=C1 methyl (E)-3-[4-(2-oxo-2-phenylmethoxyethyl)phenyl]-2-propenoate